8-(1-(1-methylcyanopropyl)pyrazolyl)-N-(3-(1-acetylpiperazin-4-yl)phenyl)quinazolin-2-amine CC(CCC#N)N1N=C(C=C1)C=1C=CC=C2C=NC(=NC12)NC1=CC(=CC=C1)N1CCN(CC1)C(C)=O